BrCC=1C(=NC2=C(C=CN=C2C1)OC1CC(C1)OC)Cl (bromomethyl)-2-chloro-8-((1r,3r)-3-methoxycyclobutoxy)-1,5-naphthyridine